(S)-3-methyl-3-(4-(piperazin-1-yl)phenyl)piperidine-2,6-dione C[C@@]1(C(NC(CC1)=O)=O)C1=CC=C(C=C1)N1CCNCC1